3-(3-(difluoromethoxy)phenyl)-N-((S)-3-methyl-1,1-dioxidotetrahydrothiophen-3-yl)-1-((R)-tetrahydrofuran-3-yl)-1H-pyrazolo[4,3-b]pyridine-6-carboxamide FC(OC=1C=C(C=CC1)C1=NN(C=2C1=NC=C(C2)C(=O)N[C@@]2(CS(CC2)(=O)=O)C)[C@H]2COCC2)F